CN1N=CC(=C1)C=1N(N=C(C1)COC1=CC=CC(=N1)C1=CC(=C(CC2=NC3=C(N2C[C@H]2OCC2)C=C(C=C3)C(=O)O)C=C1F)F)C (S)-2-(4-(6-((1',2-dimethyl-1'H,2H-[3,4'-bipyrazol]-5-yl)methoxy)pyridin-2-yl)-2,5-difluorobenzyl)-1-(oxetan-2-ylmethyl)-1H-benzo[d]imidazole-6-carboxylic acid